bis(4-hydroxyphenyl)(phenyl)sulfonium 1,1,2,2,3,3,4,4,4-nonafluorobutane-1-sulfonate FC(C(C(C(F)(F)F)(F)F)(F)F)(S(=O)(=O)[O-])F.OC1=CC=C(C=C1)[S+](C1=CC=CC=C1)C1=CC=C(C=C1)O